CC(C#C)(C)NC(C=C)=O N-(1,1-dimethylpropynyl)acrylamide